COC=1C=C2CCN3[C@@H](C2=CC1OC)C[C@H]([C@@H](C3)CC(C)C)COC(CS(=O)(=O)O)=O 2-{[(2R,3S,11bR)-9,10-dimethoxy-3-(2-methylpropyl)-1H,2H,3H,4H,6H,7H,11bH-pyrido[2,1-a]isoquinolin-2-yl]methoxy}-2-oxoethane-1-sulfonic acid